4-((4-hydroxybutan-2-yl)oxy)-butan-2-one OCCC(C)OCCC(C)=O